BrC=1C=C(C=2N(C1)C=C(N2)C(=O)OCC)CO ethyl 6-bromo-8-(hydroxymethyl)imidazo[1,2-a]pyridine-2-carboxylate